trans-4-butyl-1-vinylcyclohexane-1-ol C(CCC)C1CCC(CC1)(O)C=C